(S)-oxacyclohexan O1CCCCC1